C(C)[NH+](C)CC diethylmethylazanium